(S)-4-((1-(2-chlorophenyl)-2-oxocyclohexyl)(methyl)amino)-4-oxobutanoic acid isopropyl ester C(C)(C)OC(CCC(=O)N(C)[C@]1(C(CCCC1)=O)C1=C(C=CC=C1)Cl)=O